C1(=CC=CC=C1)N1C(=C(C(=C1)C1=CC=CC=C1)C1=NC=CC=C1)CCCCCC 1,4-diphenyl-3-(2-pyridyl)-2-hexylpyrrole